CC=1C(=NON1)C1=NC2=C(N1CC=1C(=NC=CC1)C#N)C=CC=C2 3-[[2-(4-methyl-1,2,5-oxadiazol-3-yl)benzimidazol-1-yl]methyl]pyridine-2-carbonitrile